NC1=NC(=CC(=N1)C1OCCCNC1C1=C(C=C(OCCC(C)(O)C)C=C1)Cl)C 4-[4-(2-amino-6-methyl-pyrimidin-4-yl-1,4-oxazepan-3-yl)-3-chloro-phenoxy]-2-methyl-butan-2-ol